CC1=C(C(=CC(=C1)C)C)N=C=NC1=C(C=C(C=C1C)C)C bis(2,4,6-trimethylphenyl)carbodiimide